CC1(CC(=CC=C1C=O)CCC=C(C)C)CCC=C(C)C 6-Methyl-4,6-bis(4-methylpent-3-en-1-yl)cyclohexane-1,3-diencarbaldehyde